(2R)-2-(tert-butoxycarbonylamino)-3-(1H-indol-3-yl)propionic acid C(C)(C)(C)OC(=O)N[C@@H](C(=O)O)CC1=CNC2=CC=CC=C12